N[C@H]1CN(CC1)C(=O)C=1C=C(CC2=NNC(C3=CC=CC=C23)=O)C=CC1F (R)-4-(3-(3-aminopyrrolidine-1-carbonyl)-4-fluorobenzyl)phthalazin-1(2H)-one